C(C)(=O)C=1SC2=C(N(C=3C(N(N=CC32)CC3=CC(=CC=C3)OC)=O)C)N1 2-acetyl-6-(3-methoxybenzyl)-4-methyl-4H-thiazolo[5',4':4,5]Pyrrolo[2,3-d]Pyridazin-5(6H)-one